1-methyldimethoxysilyl-2-Bis(methyldiethoxysilylpropylamino)methylsilylethylene C[Si](C=C[SiH2]C(NCCC[Si](C)(OCC)OCC)NCCC[Si](OCC)(OCC)C)(OC)OC